[C@H]1([C@H](O)[C@@H](O)[C@H](O)[C@H](O1)CO)O[C@@H]([C@@H](C(CO)=O)O)[C@H](O)CO 4-O-alpha-D-glucopyranosyl-D-fructose